CC1(OCC[C@@H](C1)C=1C=C2C=C(N(C2=CC1)[C@@]1([C@H](C1)C)C1=NOC(N1)=S)C(=O)N(C1=CC=CC=C1)C)C 5-((S)-2,2-dimethyltetrahydro-2H-pyran-4-yl)-N-methyl-1-((1S,2S)-2-methyl-1-(5-thioxo-4,5-dihydro-1,2,4-oxadiazol-3-yl)cyclopropyl)-N-phenyl-1H-indole-2-carboxamide